C(C1=CC=CC=C1)OC(=O)N[C@H]1C[C@@H](CCC1)C(=O)O (1R,3R)-3-(benzyloxycarbonylamino)cyclohexanecarboxylic acid